ClC1=NC=CC(=C1)NC(NC1=CC(=NC=C1)C(=O)NCCCCCCCCCCNC1=C2C(N(C(C2=CC=C1)=O)C1C(NC(CC1)=O)=O)=O)=O 4-(3-(2-chloropyridin-4-yl)ureido)-N-(10-((2-(2,6-dioxopiperidin-3-yl)-1,3-dioxoisoindolin-4-yl)amino)decyl)picolinamide